α-hexyl-ε-caprolactone C(CCCCC)C1C(=O)OCCCC1